N1(C=NC=C1)C(=O)O[C@@H]1[C@@](O[C@H](C1)N1C2=NC(=NC(=C2N=C1)NC(C1=CC=CC=C1)(C1=CC=CC=C1)C1=CC=C(C=C1)OC)F)(C#C)CO[Si](C1=CC=CC=C1)(C1=CC=CC=C1)C(C)(C)C (2R,3S,5R)-2-(((tert-butyldiphenylsilyl)oxy)methyl)-2-ethynyl-5-(2-fluoro-6-(((4-methoxyphenyl)diphenylmethyl)amino)-9H-purin-9-yl)tetrahydrofuran-3-yl 1H-imidazole-1-carboxylate